2'-chloro-[1,1'-biphenyl]-4-carbonitrile ClC1=C(C=CC=C1)C1=CC=C(C=C1)C#N